C[C@H]1N(CCOC1)C1=CC(NC(=C1)C=1C(=NC=CC1)C(F)(F)F)=O 4-[(3R)-3-methylmorpholin-4-yl]-6-[2-(trifluoromethyl)-3-pyridinyl]-1H-pyridin-2-one